FC(C(=O)O)(F)F.C(C)OC(=O)C=1C=NNC1 1H-pyrazole-4-carboxylic acid ethyl ester trifluoroacetate salt